BrC=1C=CC(=C(C1)S(=O)(=O)NC=1C(=C(C(=O)OC)C=C(C1)OC(F)(F)F)O)OC Methyl 3-((5-bromo-2-methoxyphenyl)sulfonamido)-2-hydroxy-5-(trifluoromethoxy)benzoate